FC(C1(CC1)N1N=NC(=C1)[C@H](C=1C(=NC(=CC1)F)C)NC=1C=C2C(=C(C=NC2=C(C1)F)C#N)NCC(C)(C)C)F (S)-6-(((1-(1-(difluoromethyl)cyclopropyl)-1H-1,2,3-triazol-4-yl)(6-fluoro-2-methylpyridin-3-yl)methyl)amino)-8-fluoro-4-(neopentylamino)quinoline-3-carbonitrile